ClC=1C2=C(N=C(N1)NC)N(C=C2)S(=O)(=O)C2=CC=C(C)C=C2 4-chloro-N-methyl-7-tosyl-7H-pyrrolo[2,3-d]pyrimidin-2-amine